2-amino-5-(1'-(tetrahydro-2H-pyran-4-yl)spiro[inden-1,4'-piperidin]-5-yl)nicotinic acid NC1=C(C(=O)O)C=C(C=N1)C=1C=C2C=CC3(CCN(CC3)C3CCOCC3)C2=CC1